C(#N)C=1C(=CC(=NC1SCSC1CCC1)C=1C=NC=2CCN(CC2C1)C(=O)OC(C)(C)C)C1=CC=NN1C tert-butyl 3-(5-cyano-6-(((cyclobutylthio)methyl)thio)-4-(1-methyl-1H-pyrazol-5-yl)pyridin-2-yl)-7,8-dihydro-1,6-naphthyridine-6(5H)-carboxylate